C(C)(=O)OC1(CCCCC1)N=O 1-NitrosocycloHexyl Acetate